C1(=CC=CC=C1)C=1C(N(N=CC1)CCCCN1CC(OCC1)C1=CC=CC=C1)=O 4-phenyl-2-(4-(2-phenylmorpholinyl)butyl)pyridazin-3(2H)-one